6-methoxy-4-(1-methylethoxy)-2-(4-pyridyl)-5-trifluoromethyl-pyrimidine COC1=C(C(=NC(=N1)C1=CC=NC=C1)OC(C)C)C(F)(F)F